Racemic-1-(3-(aminomethyl)phenyl)-N-(3-(((cyclopropylmethyl)amino)(2-methoxynaphthalen-1-yl)methyl)phenyl)-3-(trifluoromethyl)-1H-pyrazole-5-carboxamide NCC=1C=C(C=CC1)N1N=C(C=C1C(=O)NC1=CC(=CC=C1)[C@H](C1=C(C=CC2=CC=CC=C12)OC)NCC1CC1)C(F)(F)F |r|